Ethyl 3-(((2,4-dichloropyrimidin-5-yl)methyl)(2-methyl-5-nitropyridin-3-yl)amino)-3-oxopropanate ClC1=NC=C(C(=N1)Cl)CN(C(CC(=O)OCC)=O)C=1C(=NC=C(C1)[N+](=O)[O-])C